(S)-1-[3-(Benzo[d]isoxazol-3-yl)pyridine-2-yl]-2-(3-fluoropyridine-2-yl)ethan-1-amine hydrochloride Cl.O1N=C(C2=C1C=CC=C2)C=2C(=NC=CC2)[C@H](CC2=NC=CC=C2F)N